(5-(4-(benzo[d]thiazol-5-ylamino)quinolin-7-yl)-6-fluoropyridin-2-yl)(morpholino)methanone S1C=NC2=C1C=CC(=C2)NC2=CC=NC1=CC(=CC=C21)C=2C=CC(=NC2F)C(=O)N2CCOCC2